N1=C2C(=CC=C1)C=1C=NC=CC1N2CCCN2CCC(CC2)CCN2CCN(CC2)C=2C=C1C(N(C(C1=CC2)=O)C2C(NC(CC2)=O)=O)=O 5-(4-(2-(1-(3-(9H-pyrrolo[2,3-b:4,5-c']dipyridin-9-yl)propyl)piperidin-4-yl)ethyl)piperazin-1-yl)-2-(2,6-dioxopiperidin-3-yl)isoindoline-1,3-dione